COC1=CC=CC=2C=3N(C(=NC12)N)N=C(N3)CNCC3=CC=C(C=C3)C(F)(F)F 7-methoxy-2-(((4-(trifluoromethyl)benzyl)amino)methyl)-[1,2,4]triazolo[1,5-c]quinazolin-5-amine